N-(5-chloro-6-(difluoromethyl)pyridin-3-yl)-N'-(6-chloro-4-(propan-2-yl)-1,5-naphthyridin-3-yl)urea ClC=1C=C(C=NC1C(F)F)NC(=O)NC=1C=NC2=CC=C(N=C2C1C(C)C)Cl